C(#N)[Cr-3](C#N)(C#N)(C#N)(C#N)C#N hexacyanochromium (III)